C(C1CO1)OC1=CC=C(C=C1)N(CC1CO1)CC1CO1 4-(Diglycidylamino)phenyl glycidyl ether